(carboxymethyl)-4-nitrobenzoic acid C(=O)(O)CC1=C(C(=O)O)C=CC(=C1)[N+](=O)[O-]